ClC1=C(C=CC=C1)NC(C1=CC=C(C=C1)NC1=NC(=NC=C1F)NC1=CC=C(C=C1)C(NC1CCN(CC1)CCCN1CCN(CC1)C1=CC=C(C=C1)C1C(NC(CC1)=O)=O)=O)=O N-(2-chlorophenyl)-4-((2-((4-((1-(3-(4-(4-(2,6-dioxopiperidin-3-yl)phenyl)piperazin-1-yl)propyl)piperidin-4-yl)carbamoyl)phenyl)amino)-5-fluoropyrimidin-4-yl)amino)benzamide